(S)-4-(4-chlorophenyl)-2-fluoro-5-oxo-5-(thiophen-2-yl)pentanoic acid ethyl ester C(C)OC([C@H](CC(C(C=1SC=CC1)=O)C1=CC=C(C=C1)Cl)F)=O